C(CCC)OC(=O)C=P(C1=CC=CC=C1)(C1=CC=CC=C1)C1=CC=CC=C1 butoxycarbonylmethylene-triphenylphosphorane